ethyl 5-amino-2-chloro-6-(7-fluoro-5-methyl-1-(tetrahydro-2H-pyran-2-yl)-1H-indazol-4-yl)pyrimidine-4-carboxylate NC=1C(=NC(=NC1C1=C2C=NN(C2=C(C=C1C)F)C1OCCCC1)Cl)C(=O)OCC